CC1=C(C=CC=C1)S(=O)(=O)NC1=NC2=CC=CC=C2N=C1NC1=CC=C(C=C1)S(=O)(=O)N1CCOCC1 2-methyl-N-[3-(4-morpholin-4-ylsulfonylanilino)quinoxalin-2-yl]benzenesulfonamide